adipic acid thioester S1OC(CCCCC(=O)O1)=O